CC1=CSC2=C1N=NC=C2NCC=2SC=CC2 7-methyl-N-[(thiophen-2-yl)methyl]thieno[3,2-c]pyridazin-4-amine